(4-amino-6-cyclopropylpyrimidin-2-yl)-2-methyl-1-((2-(trimethylsilyl)ethoxy)methyl)-1,2-dihydro-3H-pyrazol-3-one NC1=NC(=NC(=C1)C1CC1)C=1C(N(N(C1)COCC[Si](C)(C)C)C)=O